5-mercapto-3-pyridinecarboxylic acid, methyl ester SC=1C=C(C=NC1)C(=O)OC